4-((2,4-dichloro-5-methoxyphenyl)amino)-7-(3-(4-(6-((2-(2,6-dioxopiperidin-3-yl)-1-oxoisoindolin-4-yl)amino)hexanoyl)piperazin-1-yl)propoxy)-6-methoxyquinoline-3-carbonitrile ClC1=C(C=C(C(=C1)Cl)OC)NC1=C(C=NC2=CC(=C(C=C12)OC)OCCCN1CCN(CC1)C(CCCCCNC1=C2CN(C(C2=CC=C1)=O)C1C(NC(CC1)=O)=O)=O)C#N